COC1=CC=C(CN2N=C(C(=N2)C(=O)OCCN2CCOCC2)C2=CC=3CC4=CC(=CC=C4C3C=C2)C2=NN(N=C2)CC2=CC=C(C=C2)OC)C=C1 2-morpholinoethyl 2-(4-methoxybenzyl)-5-(7-(2-(4-methoxybenzyl)-2H-1,2,3-triazol-4-yl)-9H-fluoren-2-yl)-2H-1,2,3-triazole-4-carboxylate